C1(=CC=CC=C1)CCS(=O)(=O)Cl 2-phenyl-ethanesulfonyl chloride